ClC=1C=C(C=C(C1)Cl)N1N=C(C2=C1C=1C=C(C(=CC1OC2)OC)C2=NN(C=C2)C)C(=O)NCC 1-(3,5-dichlorophenyl)-N-ethyl-7-methoxy-8-(1-methyl-1H-pyrazol-3-yl)-1,4-dihydrochromeno[4,3-c]pyrazole-3-carboxamide